5-methyl-2-(propane-2-yl)cyclohexyl-N-ethyloxamate CC1CCC(C(C1)N(C(C(=O)[O-])=O)CC)C(C)C